ClC=1C=C2C=NC(=NC2=CC1)NC1=CC(=NN1C([2H])([2H])[2H])C 6-chloro-2-((3-methyl-1-(methyl-d3)-1H-pyrazol-5-yl)amino)quinazolin